N-[5-[(5-Cyclopropyloxypyridin-2-yl)carbamoyl]-4-fluoro-2-methylphenyl]-1,3-thiazole-5-carboxamide C1(CC1)OC=1C=CC(=NC1)NC(=O)C=1C(=CC(=C(C1)NC(=O)C1=CN=CS1)C)F